N-(4-methoxybenzyl)-2-(1-methylpiperidin-4-yl)benzo[d]thiazole-6-carboxamide COC1=CC=C(CNC(=O)C2=CC3=C(N=C(S3)C3CCN(CC3)C)C=C2)C=C1